FC(S(=O)(=O)NC1=C(C=C(C=C1)C1=NNC(=C1C(=O)N)NC1=NC=C(N=C1)C)OC1(CC1)C1=CC=C(C=C1)F)F 3-(4-((difluoro-methyl)sulfonamido)-3-(1-(4-fluorophenyl)cycloprop-oxy)phenyl)-5-((5-methylpyrazin-2-yl)amino)-1H-pyrazole-4-carboxamide